(S)-6-(2-amino-5-(3-(azetidin-1-ylmethyl)-4-(2-methylmorpholino)phenyl)-6-fluoropyridin-3-yl)-7-fluoro-3,4-dihydroisoquinolin-1(2H)-one NC1=NC(=C(C=C1C=1C=C2CCNC(C2=CC1F)=O)C1=CC(=C(C=C1)N1C[C@@H](OCC1)C)CN1CCC1)F